C1OCC12CN(C2)C2=CC=C(C=N2)OC2=CC=C(C=C2)C(C)(C)C2=CC=C(OC1CC(C1)NC(OC(C)(C)C)=O)C=C2 tert-butyl ((1r,3r)-3-(4-(2-(4-((6-(2-oxa-6-azaspiro[3.3]heptan-6-yl)pyridin-3-yl)oxy)phenyl)propan-2-yl)phenoxy)cyclobutyl)carbamate